CN([C@@H](CC1=CC=CC=C1)C(=O)O)C methyl-N-methyl-L-phenylalanine